2-hydroxymethyl-benzene OCC1=CC=CC=C1